1-(1H-benzo[d]imidazole-4-yl)-N-methylpyrrolidin-3-amine N1C=NC2=C1C=CC=C2N2CC(CC2)NC